CN(C)CC1=C(C=CC(=N1)NC=1C=CC(=C2CNC(C12)=O)C=1C=NN2C1C=CC(=C2)C)[C@H]2COCC2 (S)-7-((6-((dimethyl-amino)methyl)-5-(tetrahydrofuran-3-yl)pyridin-2-yl)amino)-4-(6-methyl-pyrazolo[1,5-a]pyridin-3-yl)isoindolin-1-one